6-chloro-N-(1-cyclopropyl-5-methyl-1H-pyrazol-4-yl)-7-(2-methyl-1-(oxetan-3-yl)piperidin-4-yl)quinazolin-2-amine ClC=1C=C2C=NC(=NC2=CC1C1CC(N(CC1)C1COC1)C)NC=1C=NN(C1C)C1CC1